ClC=1C=CC=C2C=C(NC12)C(=O)N(C)[C@H](C(=O)N[C@H](C(=O)OC)C[C@H]1C(NCCC1)=O)CC1CC1 (S)-methyl 2-((S)-2-(7-chloro-N-methyl-1H-indole-2-carboxamido)-3-cyclopropylpropanamido)-3-((S)-2-oxopiperidin-3-yl)propanoate